COC(/C(=C/C1=C(C=C(C=C1)Cl)OC)/N=[N+]=[N-])=O.ON1C(=C(C(C2=CC=CC=C12)=O)CC(=O)NC1=CC=C(C=C1)OC(F)(F)F)C 2-(1-hydroxy-2-methyl-4-oxo-1,4-dihydroquinolin-3-yl)-N-(4-(trifluoromethoxy)phenyl)acetamide methyl-(Z)-2-azido-3-(4-chloro-2-methoxy-phenyl)prop-2-enoate